5-(3,6-diazabicyclo[3.1.1]heptan-3-yl)-2-(2,6-dioxopiperidin-3-yl)isoindoline-1,3-dione C12CN(CC(N1)C2)C=2C=C1C(N(C(C1=CC2)=O)C2C(NC(CC2)=O)=O)=O